CCC(CC)N1N=CC(=C1)C=1C=2N(C=C(N1)C=1C=NN(C1)C1CN(C1)C(C)=O)N=CC2 1-(3-(4-(4-(1-(pent-3-yl)-1H-pyrazol-4-yl)pyrazolo[1,5-a]pyrazin-6-yl)-1H-pyrazol-1-yl)azetidin-1-yl)ethanone